FC(OC1=C(C=CC=C1)B1OC(C(O1)(C)C)(C)C)F 2-(2-(difluoromethoxy)phenyl)-4,4,5,5-tetramethyl-1,3,2-dioxaborolane